tricyclo[4.2.2.02,5]decane-7-carboxylic acid C12C3CCC3C(C(C1)C(=O)O)CC2